N(=[N+]=[N-])C1=NC(=NC(=N1)SC)NC(C)C 4-azido-N-isopropyl-6-methylsulfanyl-1,3,5-triazin-2-ylamine